4-methoxy-3-methyl-1,1'-biphenyl COC1=C(C=C(C=C1)C1=CC=CC=C1)C